CC1=CC=C(C(=O)OC2=C(C(=CC(=C2)Cl)C=NC(C(=O)OC)CC2=CC=C(C=C2)O)O)C=C1 5-chloro-2-hydroxy-3-((3-(4-hydroxyphenyl)-1-methoxy-1-oxopropan-2-ylimino)meth-yl)phenyl 4-methyl-benzoate